(2R,3R,4S,5R,6R)-2-((1,8-Dioxa-2-azaspiro[4.5]dec-2-en-3-yl)methyl)-4-(4-(2,3-difluoro-4-methylphenyl)-1H-1,2,3-triazol-1-yl)-5-hydroxy-6-(hydroxymethyl)tetrahydro-2H-pyran-3-ylacetat O1N=C(CC12CCOCC2)C[C@H]2O[C@@H]([C@@H]([C@H]([C@H]2CC(=O)[O-])N2N=NC(=C2)C2=C(C(=C(C=C2)C)F)F)O)CO